(E)-2,4,7-trimethyl-4-(5-methylthiophen-2-yl)octa-2,6-dienal C/C(/C=O)=C\C(CC=C(C)C)(C=1SC(=CC1)C)C